Para-isobutylstyrol C(C(C)C)C1=CC=C(C=C)C=C1